COC(C(=C)NC(C(=C)NC(=O)C=1N=C(SC1)C1=C(C=C(C=C1)NC(=O)OC(C)(C)C)Cl)=O)=O.C(C1CO1)OCCC[Si](OCC)(C)C (3-glycidoxypropyl)-dimethyl-ethoxysilane Methyl-2-(2-(2-(4-((tert-butoxycarbonyl)amino)-2-chlorophenyl)thiazole-4-carboxamido)acrylamido)acrylate